OC1=CC=NC2=CC(=CC=C12)C=O 4-HYDROXYQUINOLINE-7-CARBOXALDEHYDE